tert-Butyl-(2R)-2-{[3-(5-methyl-1,3-thiazol-2-yl)-5-({(1R)-1-[6-(trifluoromethyl)pyridin-3-yl]ethyl}carbamoyl)phenoxy]-methyl}morpholine-4-carboxylate C(C)(C)(C)OC(=O)N1C[C@@H](OCC1)COC1=CC(=CC(=C1)C(N[C@H](C)C=1C=NC(=CC1)C(F)(F)F)=O)C=1SC(=CN1)C